O=C1NC=CC=N1 oxo-1,2-dihydropyrimidin